C(C)(C)(C)N1C(NC2=C1C=C(C=C2)OC2=C(C=C(C=C2Cl)N2N=C(C(NC2=O)=O)C#N)Cl)=O (4-((3-(tert-butyl)-2-oxo-2,3-dihydro-1H-benzo[d]imidazol-5-yl)oxy)-3,5-dichlorophenyl)-3,5-dioxo-2,3,4,5-tetrahydro-1,2,4-triazine-6-carbonitrile